1,4-bis(2-bromo-3,4,5,6-tetrafluorophenyl)butane BrC1=C(C(=C(C(=C1F)F)F)F)CCCCC1=C(C(=C(C(=C1F)F)F)F)Br